2-((5-acetyl-4,5,6,7-tetrahydrothiazolo[5,4-c]pyridin-2-yl)amino)-N-(2-(2-hydroxyethoxy)-ethyl)-1-methyl-1H-benzo[d]imidazole-5-carboxamide C(C)(=O)N1CC2=C(CC1)N=C(S2)NC2=NC1=C(N2C)C=CC(=C1)C(=O)NCCOCCO